3-methyl-2,7-diazaspiro[4.4]nonan-1-one CC1NC(C2(C1)CNCC2)=O